N-(4-Fluorophenyl)-N-[1-(2-phenylethyl)-4-piperidinyl]-butanamide FC1=CC=C(C=C1)N(C(CCC)=O)C1CCN(CC1)CCC1=CC=CC=C1